(1R)-2-[4-(1,3-benzoxazol-2-yl)-5-hydroxy-1-methyl-6-oxopyrimidin-2-yl]-N-methyl-1-phenyl-3,4-dihydro-1H-isoquinoline-7-carboxamide O1C(=NC2=C1C=CC=C2)C=2N=C(N(C(C2O)=O)C)N2[C@@H](C1=CC(=CC=C1CC2)C(=O)NC)C2=CC=CC=C2